ClC1=CC2=C(N(C(N=C2N2[C@H](CN(CC2)C(C=C)=O)C)=O)C=2C(=NC=NC2)C(C)C)N=C1C1=C(C=CC=C1O)F 6-chloro-7-(2-fluoro-6-hydroxyphenyl)-4-((2S)-2-methyl-4-(2-propenoyl)-1-piperazinyl)-1-(4-(2-propanyl)-5-pyrimidinyl)pyrido[2,3-d]pyrimidin-2(1H)-one